D-glucosyl-5-methyl-2-(1-methylethylidene)-3(2H)-furanone C1([C@H](O)[C@@H](O)[C@H](O)[C@H](O1)CO)C=1C(C(OC1C)=C(C)C)=O